ClC=1C(=NC=CC1)N1N=C(C=C1C(=O)NC=1C(=CC=2N(C1C(=O)NC1CC1)N=CC2)C)C(F)(F)F 6-(1-(3-Chloropyridin-2-yl)-3-(trifluoromethyl)-1H-pyrazol-5-carboxamido)-N-cyclopropyl-5-methylpyrazolo[1,5-a]pyridin-7-carboxamid